(5-methyl-2-((1-methyl-1H-pyrazol-4-yl)amino)pyrimidin-4-yl)phenol CC=1C(=NC(=NC1)NC=1C=NN(C1)C)C1=C(C=CC=C1)O